dodecapentenoic acid C(C=CC=CC=CC=CC=CC)(=O)O